(2,4,6-trimethylbenzoyl)-phenylphosphine oxide CC1=C(C(=O)P(C2=CC=CC=C2)=O)C(=CC(=C1)C)C